2,2'-BIIMIDAZOLE C1=CN=C(N1)C2=NC=CN2